FC(C(C)(O)C)(CC[C@@H](C)[C@H]1CC[C@H]2/C(/CCC[C@]12C)=C/CN1N=C(N=N1)C1=CC(=CC=C1)F)F (6R)-3,3-difluoro-6-[(1R,3aS,7aR,E)-4-{2-[5-(3-fluorophenyl)-2H-tetrazol-2-yl]ethylidene}-7a-methyloctahydro-1H-inden-1-yl]-2-methylheptan-2-ol